3-(3-chloro-2-(2,6-difluorobenzyl)-7-oxo-2,4,5,7-tetrahydro-6H-pyrazolo[3,4-c]pyridine-6-yl)propionitrile ClC=1N(N=C2C(N(CCC21)CCC#N)=O)CC2=C(C=CC=C2F)F